benzyl ((3-((hydroxyimino) methyl)-1-(1-(cis-4-isopropylcyclohexyl) piperidin-4-yl)-1H-pyrrolo[2,3-b]pyridin-2-yl)methyl)carbamate ON=CC1=C(N(C2=NC=CC=C21)C2CCN(CC2)[C@@H]2CC[C@@H](CC2)C(C)C)CNC(OCC2=CC=CC=C2)=O